8-((2-hydroxyethyl)(8-(nonyloxy)-8-oxooctyl)amino)octyl 2-butyl-8-fluorooctanoate C(CCC)C(C(=O)OCCCCCCCCN(CCCCCCCC(=O)OCCCCCCCCC)CCO)CCCCCCF